COC(=O)NC1=CC=C(C=C1)C1=CN=C2N1C=C(C=C2C)C(=O)O 3-[4-(methoxycarbonylamino)phenyl]-8-methyl-imidazo[1,2-a]pyridine-6-carboxylic acid